ClC1=C(C=C(OCC(=O)NC23CC(C2)(C3)NC(=O)C=3OC2=C(C(C3)=O)C=C(C=C2)OC)C=C1)F N-{3-[2-(4-chloro-3-fluorophenoxy)acetamido]bicyclo[1.1.1]pentan-1-yl}-6-methoxy-4-oxo-4H-1-benzopyran-2-carboxamide